BrC=1C=C(C=NC1)[C@@]([C@@H](C1=CC=CC=C1)O[Si](C)(C)C(C)(C)C)(C)NC(OCC1=CC=CC=C1)=O |&1:8| (±)-benzyl (2R,3R)-2-(5-bromopyridin-3-yl)-1-(tert-butyldimethylsilyloxy)-1-phenylpropan-2-ylcarbamate